ethyl 8-((4-(4-chlorophenoxy)-3,5-difluorophenyl)-sulfonyl)-3-(2-morpholinoacetyl)-3,8-diazabicyclo[3.2.1]octane-1-carboxylate ClC1=CC=C(OC2=C(C=C(C=C2F)S(=O)(=O)N2C3(CN(CC2CC3)C(CN3CCOCC3)=O)C(=O)OCC)F)C=C1